6-fluoro-N-methyl-5-(4-((3-methyl-2-oxo-2,3,6,7-tetrahydro-1H,5H-pyrido[1,2,3-de]quinoxalin-9-yl)methyl)piperazin-1-yl)pyridine FC1=C(C=CCN1C)N1CCN(CC1)CC=1C=C2C=3N(C(C(NC3C1)=O)C)CCC2